C1(CCC1)NC(=O)C=1OC=2N=C(N=C(C2N1)N1CCOCC1)N/N=C/C=1C=C(C=CC1)C N-cyclobutyl-7-morpholino-5-[(2E)-2-(m-tolylmethylene)hydrazino]oxazolo[5,4-d]pyrimidine-2-carboxamide